NC[C@H](C)OC=1C=C(C=C(C1)F)NC=1C(=NC(=C(N1)N(C)C)CC)C(=O)N (S)-3-((3-((1-aminopropan-2-yl)oxy)-5-fluorophenyl)amino)-5-(dimethylamino)-6-ethylpyrazine-2-carboxamide